CC1=CC(=CC(=N1)N1[C@@H](CCC1)C(=O)NC=1C=C(C=CC1)C)C(F)(F)F (S)-1-(6-methyl-4-(trifluoromethyl)pyridin-2-yl)-N-(m-tolyl)pyrrolidine-2-carboxamide